(2S)-2-({[(9H-fluoren-9-yl)methoxy]carbonyl}amino)-4-(pyrazin-2-yloxy)butanoic acid C1=CC=CC=2C3=CC=CC=C3C(C12)COC(=O)N[C@H](C(=O)O)CCOC1=NC=CN=C1